NC1=CC(=C(C=C1)CCO)C 2-(4-amino-2-methylphenyl)ethanol